5-methoxy-2-oxopyridin COC=1C=CC(NC1)=O